COC(C(C)(C)C1=CC(=CC=C1)C(C)=O)=O.FC1(C(C1)C1=CC=CC(=N1)C(=O)N)F 6-(2,2-difluorocyclopropyl)pyridinecarboxamide methyl-2-(3-acetylphenyl)-2-methylpropionate